ClC=1C=C(C=C(C1)Cl)C1=NC(=CC(=C1)CN1CCC(CC1)CNC(C)=O)OC=1C=NC(=CC1)N1CCN(CC1)CCOC N-((1-((2-(3,5-dichlorophenyl)-6-((6-(4-(2-methoxyethyl)piperazin-1-yl)pyridin-3-yl)oxy)pyridin-4-yl)methyl)piperidin-4-yl)methyl)acetamide